O=C1NC(CC[C@H]1N1CC=2C(N(C=CC2C1=O)C1CCNCC1)=O)=O (R)-2-(2,6-dioxopiperidin-3-yl)-5-(piperidin-4-yl)-3,5-dihydro-1H-pyrrolo[3,4-c]pyridine-1,4(2H)-dione